BrC1=CC=C(C=C1)\C=C/1\CNCC1 (3E)-3-[(4-bromophenyl)methylene]pyrrolidine